C1(=C(C=CC=C1)N1C=NC2=C1C=CC=C2C#N)C 1-(o-tolyl)-1H-benzo[d]imidazole-4-carbonitrile